ClS(C=1C=CC(=NC1)F)(F)(F)(F)F 5-[chloro(tetrafluoro)-λ6-sulfanyl]-2-fluoropyridine